Cl.FC1(C(CNCC1)C)F 4,4-difluoro-3-methyl-piperidine-HCl